C(C=C)(=O)OC12C3CCCC3C(CC1)C2 acryloyloxytricyclo[5.2.1.02,6]decane